4-(benzhydryloxy)-5-(methylcarbamoyl)-1H-pyrrole-2-carboxylic acid C(C1=CC=CC=C1)(C1=CC=CC=C1)OC=1C=C(NC1C(NC)=O)C(=O)O